FC1=CC=C(S1)CC[C@@]1(CN(CC1)C(C)(C)C=1C=NC(=CC1)C)[C@@H](C)NC(OC(C)C)=O |o1:8| isopropyl ((R)-1-((R or S)-3-(2-(5-fluorothiophen-2-yl)ethyl)-1-(2-(6-methylpyridin-3-yl)propan-2-yl)pyrrolidin-3-yl)ethyl)carbamate